NC=1N=NC(=CC1O[C@H]1CN(C[C@H](C1)C1=CC=CC=C1)C(=O)OC(C)(C)C)C1=C(C=CC=C1)O |r| rac-tert-butyl (3R,5R)-3-((3-amino-6-(2-hydroxyphenyl)pyridazin-4-yl)oxy)-5-phenylpiperidine-1-carboxylate